(R)-1-(2,6-difluorophenyl)-N-(1,2-dimethyl-4-(methyl(piperidin-3-yl)amino)-1H-benzo[d]imidazol-5-yl)-6-oxo-1,6-dihydropyridazine-3-carboxamide FC1=C(C(=CC=C1)F)N1N=C(C=CC1=O)C(=O)NC1=C(C2=C(N(C(=N2)C)C)C=C1)N([C@H]1CNCCC1)C